CN1C=C(C=C1)C1=NC=CC=C1 2-(1-methyl-1H-pyrrol-3-yl)pyridin